N-((4-((5-chloropyridin-2-yl)oxy)-3-methylphenyl)carbamoyl)-2-methoxycyclopropane-1-carboxamide ClC=1C=CC(=NC1)OC1=C(C=C(C=C1)NC(=O)NC(=O)C1C(C1)OC)C